NC=1C(=C2C(=NC1)N(C=C2)S(=O)(=O)C2=CC=CC=C2)NC2CCC(CC2)(C)NC(OC(C)(C)C)=O tert-Butyl ((1s,4s)-4-((5-amino-1-(phenylsulfonyl)-1H-pyrrolo[2,3-b]pyridin-4-yl)amino)-1-methylcyclohexyl)carbamate